C(=O)(O)C1=CC=C(C=C1)C1=CC=C(C=C1)C(=O)O.[Na] sodium 4,4'-dicarboxybiphenyl